3-Furoic acid O1C=C(C=C1)C(=O)O